N[C@@H](C(C)C)C(=O)O[C@@H]1[C@H](O[C@]([C@@H]1O)(C1=CC=C2C(=NC=NN21)NC([C@@H](C(C)C)C)=O)C#N)COC(CC2=CC=CC=C2)=O (2R,3S,4R,5R)-5-cyano-5-(4-((R)-2,3-dimethylbutanamido)pyrrolo[2,1-f][1,2,4]triazin-7-yl)-4-hydroxy-2-((2-phenylacetoxy)methyl)tetrahydrofuran-3-yl L-valinate